ethyl 5-bromo-4-ethyl-1-((3-iodo-1-methyl-1H-pyrazol-4-yl)methyl)-1H-pyrazole-3-carboxylate BrC1=C(C(=NN1CC=1C(=NN(C1)C)I)C(=O)OCC)CC